ethyl 4-(furan-3-yl)butanoate O1C=C(C=C1)CCCC(=O)OCC